C1(CC1)COC1=CC2=C(N(N=C2C=C1)C)C(=O)N[C@@H](C(=O)N)C (2R)-2-{[5-(cyclopropylmethoxy)-2-methyl-2H-indazol-3-yl]formamido}propanamide